FC=1C=C(C=CC1OC)OB(O)O (3-fluoro-4-methoxyphenyl)boric acid